Cl.NC(C(=O)N1CCN(CC1)C(=O)NC1=NC(N(C=C1)C1=CC(=C(C=C1)CN(CC)[C@@H]1CC[C@H](CC1)N)F)=O)(C)C 4-(2-Amino-2-methylpropanoyl)-N-(1-(4-(((trans-4-aminocyclohexyl)(ethyl)amino)methyl)-3-fluorophenyl)-2-oxo-1,2-dihydropyrimidin-4-yl)piperazine-1-carboxamide hydrochloride salt